3'-chloro-6-(3-(4-(3-(pyridin-3-yl)ureido)phenoxy)azetidine-1-yl)-[1,1'-biphenyl]-2-carboxylic acid ClC=1C=C(C=CC1)C=1C(=CC=CC1N1CC(C1)OC1=CC=C(C=C1)NC(=O)NC=1C=NC=CC1)C(=O)O